C(C)C(CN(C1=CC=C(C=O)C=C1)CC(CCCC)CC)CCCC 4-(bis(2-ethylhexyl)amino)benzaldehyde